C(C)N1C(=NC=2C1=NC(=CC2)C=2C=CN1N=C(N=CC12)N[C@@H]1C[C@H](C1)OC)C 5-(3-ethyl-2-methyl-3H-imidazo[4,5-b]pyridin-5-yl)-N-(trans-3-methoxycyclobutyl)pyrrolo[2,1-f][1,2,4]triazin-2-amine